ClC=1C=CC2=C(CCC=3C(=NC=CC3)C2=C2CCN(CC2)CCN2N=NC(=C2)C(=O)OC)C1 methyl 1-(2-(4-(8-chloro-5,6-dihydro-11H-benzo[5,6]cyclohepta[1,2-b]pyridin-11-ylidene) piperidin-1-yl) ethyl)-1H-1,2,3-triazole-4-carboxylate